C(C(C)C)C1=C2C=CN(C2=NC=N1)[C@H]1[C@H](O)[C@H](O)[C@H](O1)CO 6-Isobutyl-9-β-D-ribofuranosyl-7-deazapurine